N-(3-chloro-4-fluorophenyl)-11-(4-methoxybenzyl)-6,12-dioxo-1,3,4,8,9,10,11,12-octahydro-2H,6H-pyrazino[1',2':3,4]imidazo[1,5-a][1,4]diazepine-2-carboxamide ClC=1C=C(C=CC1F)NC(=O)N1CC=2N(C(N3C2C(N(CCC3)CC3=CC=C(C=C3)OC)=O)=O)CC1